2,4-bis(3-aminoanilino)-6-diethylamino-1,3,5-triazine NC=1C=C(NC2=NC(=NC(=N2)NC2=CC(=CC=C2)N)N(CC)CC)C=CC1